(((2S,3S)-4-(difluoromethyl)-1,1,2-trifluoro-3-hydroxy-2,3-dihydro-1H-inden-5-yl)oxy)-5-fluorobenzonitrile FC(C1=C2[C@@H]([C@@H](C(C2=CC=C1OC1=C(C#N)C=C(C=C1)F)(F)F)F)O)F